CC1CCC(CC1)NC(C(C)(C)C)=O N-((1s,4R)-4-methylcyclohexyl)pivalamide